(4-(4,4,5,5-tetramethyl-1,3,2-dioxaborolan-2-yl)phenyl)methanol tert-butyl-2-(4-carbamoylphenyl)piperidine-1-carboxylate C(C)(C)(C)C1(N(CCCC1)C(=O)OCC1=CC=C(C=C1)B1OC(C(O1)(C)C)(C)C)C1=CC=C(C=C1)C(N)=O